O=C1NC(CCC1N1C(C2=CC=C(C=C2C1=O)C1(CCN(CC1)CC=1C=NC=NC1)O)=O)=O 2-(2,6-dioxopiperidin-3-yl)-5-(4-hydroxy-1-(pyrimidin-5-ylmethyl)piperidin-4-yl)isoindoline-1,3-dione